C(C1=C(C=CC2=CC=CC=C12)C(=O)OC)C1=C(C=CC2=CC=CC=C12)C(=O)OC dimethyl 1,1'-methylenebis(2-naphthoate)